Cl.ClC1=CC(=C(CN2C[C@@H](CC2)CN)C=C1Cl)OCC (S)-(1-(4,5-dichloro-2-ethoxybenzyl)pyrrolidin-3-yl)methanamine hydrochloride